BrC1=NC=CC(=C1)CNC(=O)N[C@H]1[C@@H](C1)C1=CC=CC=C1 1-((2-bromopyridin-4-yl)methyl)-3-((1R,2S)-2-phenylcyclopropyl)urea